FC1=C(C=C2C=C(N=CC2=C1NC(OC(C)(C)C)=O)NC(=O)C1C(C1C=1C=NN(C1)C)C)C=1C=NC(=CC1C)C=1OC=CN1 trans-tert-butyl (7-fluoro-3-(2-methyl-3-(1-methyl-1H-pyrazol-4-yl)cyclopropane-1-carboxamido)-6-(4-methyl-6-(oxazol-2-yl)pyridin-3-yl)isoquinolin-8-yl)carbamate